N1CCC(CC1)C1=C(CN2C(NC(C3=C2C=CN3)=O)=S)C=CC=C1 1-(2-(Piperidin-4-yl)benzyl)-2-thioxo-1,2,3,5-tetrahydro-4H-pyrrolo[3,2-d]pyrimidin-4-one